C(C)N(CC)C[Si](OCC)(OCC)OCC Diethylaminomethyl-triethoxysilane